3-(trifluoromethyl)pyrrolo[1,2-b]pyridazine-7-carboxamide FC(C1=CC=2N(N=C1)C(=CC2)C(=O)N)(F)F